trans-2-(5-bromothien-2-yl)cyclopropylamine BrC1=CC=C(S1)[C@H]1[C@@H](C1)N